1-acetyl-4-(4-(difluoromethoxy)-3-methoxy-d3-phenyl)pyrrolidine-2-carboxylic acid methyl ester COC(=O)C1N(CC(C1)C1=CC(=C(C=C1)OC(F)F)OC([2H])([2H])[2H])C(C)=O